ClC1=C(C(=O)O)C(=CC(=C1)N1CCOCC1)Cl 2,6-dichloro-4-morpholinobenzoic acid